methyl 3-(bromomethyl)-6-chloropicolinate BrCC=1C(=NC(=CC1)Cl)C(=O)OC